ClC=1C=CC(=C(C1)N1C[C@H](CC1)NS(=O)(=O)C1=CC=C(C=C1)OC(F)(F)F)OC (S)-N-(1-(5-chloro-2-methoxyphenyl)pyrrolidin-3-yl)-4-(trifluoromethoxy)benzenesulfonamide